[N+](=O)([O-])C1=CC=C(C=C1)C1=CC=C(O1)\C=C/1\C(N(C(S1)=S)CCC(=O)O)=O (5Z)-5-[[5-(4-nitrophenyl)-2-furanyl]-methylene]-4-oxo-2-thioxo-3-thiazolidinepropanoic acid